para-phenylenedioxygen zinc [Zn].C1(=CC=C(C=C1)[O])[O]